{3-[(3S,4S)-4-amino-3-methyl-2-oxa-8-azaspiro[4.5]decan-8-yl]-6-(2,3-dichloro-6-methoxyphenyl)pyrazin-2-yl}methanol tert-butyl-3-cyano-3-hydroxy-piperidine-1-carboxylate C(C)(C)(C)C1N(CCCC1(O)C#N)C(=O)OCC1=NC(=CN=C1N1CCC2([C@@H]([C@@H](OC2)C)N)CC1)C1=C(C(=CC=C1OC)Cl)Cl